C1CCCCCC(=O)NCCCCC1 ω-dodecanolactam